NCCCC(=O)OC(C)(C)C tert-Butyl 4-amino-butanoate